CN1C=CC2=CC(=CC=C12)C1=CC=CC(=N1)C(=O)NC1=CC=C(C=C1)C(F)(F)F 6-(1-methyl-1H-indol-5-yl)-N-(4-(trifluoromethyl)phenyl)picolinamide